C(OC=1C(=NC=CC1OC)C(N[C@@H](C)C=1SC(=NN1)C1=CC(=CC(=C1)C)C)=O)(OCC(C)C)=O (S)-2-((1-(5-(3,5-dimethylphenyl)-1,3,4-thiadiazol-2-yl)ethyl)carbamoyl)-4-methoxypyridin-3-yl isobutyl carbonate